CN1C(=NC=C1N1[C@H]([C@H](CC1)NS(=O)(=O)C)CO[C@@H]1CC[C@@H](CC1)C1=CC=CC=C1)C N-((2R,3S)-1-(1,2-dimethyl-1H-imidazol-5-yl)-2-((((CIS)-4-phenylcyclohexyl)oxy)methyl)-pyrrolidin-3-yl)methanesulfonamide